3-[3-methyl-2-oxo-4-[5-(2-oxopiperazin-1-yl)pentyl]Benzimidazol-1-yl]Piperidine CN1C(N(C2=C1C(=CC=C2)CCCCCN2C(CNCC2)=O)C2CNCCC2)=O